trans-4-((4-(2-(tert-Butyl)thiazol-5-yl)pyridin-2-yl)(((trans)-4-(4-methoxy-3-methylphenyl)cyclohexyl)methyl) carbamoyl)cyclohexyl 3-hydroxy-2,2-dimethylazetidine-1-carboxylate OC1C(N(C1)C(=O)O[C@@H]1CC[C@H](CC1)C(N(C[C@@H]1CC[C@H](CC1)C1=CC(=C(C=C1)OC)C)C1=NC=CC(=C1)C1=CN=C(S1)C(C)(C)C)=O)(C)C